NC=1C=C(C=CC1)N1C(N=C(C2=CC=C(C=C12)C(F)(F)F)N(C)C)=O 1-(3-aminophenyl)-4-(dimethylamino)-7-(trifluoromethyl)quinazolin-2(1H)-one